2,3-di(acetoacetoxy)propyl methacrylate C(C(=C)C)(=O)OCC(COC(CC(=O)C)=O)OC(CC(=O)C)=O